N-((1r,3r)-3-((6-fluoro-4-methoxy-5-(quinoxalin-6-yl)pyrrolo[2,1-f][1,2,4]triazin-2-yl)amino)-1-methylcyclobutyl)acetamide FC=1C(=C2C(=NC(=NN2C1)NC1CC(C1)(C)NC(C)=O)OC)C=1C=C2N=CC=NC2=CC1